BrC(C(C(C(Br)(Br)Br)(Br)Br)(Br)Br)C octabromopentane